1,5-dihydroxypentylbenzene OC(CCCCO)C1=CC=CC=C1